9-fluoro-3-methyl-10-(3-(methylamino)piperidin-1-yl)-2H-[1,4]oxazino[2,3,4-ij]quinolin-7(3H)-one hydrochloride Cl.FC=1C=C2C(C=CN3C2=C(C1N1CC(CCC1)NC)OCC3C)=O